CC1=CC=C(C=C1)SP(C1=CC=CC=C1)(C1=CC=CC=C1)=O S-(4-methylphenyl)thio-diphenyl-phosphorus oxide